3-chloro-2,2-dimethyl-N-(2-oxo-1-phenylcyclohexyl)propionamide ClCC(C(=O)NC1(C(CCCC1)=O)C1=CC=CC=C1)(C)C